C(C)O[Si](CCCCCCCCCCCN)(OCC)OCC 11-(triethoxysilyl)-1-undecylamine